3-(4-(4-oxo-hexahydropyrrolo[1,2-a]pyrazin-2(1H)-yl)pyrimidin-2-yl)imidazo[1,2-a]pyrazine-6-carboxamide O=C1CN(CC2N1CCC2)C2=NC(=NC=C2)C2=CN=C1N2C=C(N=C1)C(=O)N